BrC1=C(C=C(C=C1)Br)[N+]#[C-] 2,5-DIBROMOPHENYLISOCYANIDE